tert-butyl 3-fluoro-3-(3-fluorophenyl)azetidine-1-carboxylate FC1(CN(C1)C(=O)OC(C)(C)C)C1=CC(=CC=C1)F